(3-{6-azaspiro[2.5]oct-6-yl}-4-[4-(6-methyl-2-{2-oxa-5-azabicyclo[2.2.1]heptan-5-yl}pyrimidin-4-yl)-1H-1,2,3-triazol-1-yl]phenyl)-2-hydroxyethane-1-sulfonamide C1CC12CCN(CC2)C=2C=C(C=CC2N2N=NC(=C2)C2=NC(=NC(=C2)C)N2C1COC(C2)C1)C(CO)S(=O)(=O)N